C(C)OC(/C(=C\C1=CC(=NC=C1[N+](=O)[O-])Br)/O)=O (E)-3-(2-bromo-5-nitro-4-pyridinyl)-2-hydroxy-prop-2-enoic acid ethyl ester